ClC1=CC=C(C=C1)C1=C(C=C(C=C1)[N+](=O)[O-])CN1CCN(CC1)C1=CC=C(C(=O)OCC)C=C1 ethyl 4-(4-((4'-chloro-4-nitro-[1,1'-biphenyl]-2-yl)methyl)piperazin-1-yl)benzoate